C(C)(C)(C)OC(=O)N1C[C@](CCC1)(C)[C@H](C=1OC(=C(C1)C)C1=C(C=C(C=C1)C(F)(F)F)OC)O (R)-3-((R)-hydroxy(5-(2-methoxy-4-(trifluoromethyl)phenyl)-4-methylfuran-2-yl)methyl)-3-methylpiperidin-1-carboxylic acid tert-butyl ester